OC=1C=C(C=CC1OC)/C=C/C(=O)C1=C(C=C(C=C1OC)O[C@H]1O[C@H]([C@@H]([C@H]([C@@H]1O)O)O)CO[C@@H]1OC[C@@H](CC1)O)O (E)-3-(3-Hydroxy-4-methoxyphenyl)-1-[2-hydroxy-6-methoxy-4-[(2R,3S,4R,5R,6S)-3,4,5-trihydroxy-6-[[(2S,5R)-5-hydroxyoxan-2-yl]oxymethyl]oxan-2-yl]oxyphenyl]prop-2-en-1-one